6-Chloro-2-{4-[4-(2-ethoxyethyl)piperazin-1-yl]phenyl}-N-(1-ethylpiperidin-4-yl)-3H-imidazo[4,5-b]pyridin-7-amine ClC=1C(=C2C(=NC1)NC(=N2)C2=CC=C(C=C2)N2CCN(CC2)CCOCC)NC2CCN(CC2)CC